biphenyl-4-yl-(9,9-dimethyl-9H-fluoren-2-yl)amine C1(=CC=C(C=C1)NC1=CC=2C(C3=CC=CC=C3C2C=C1)(C)C)C1=CC=CC=C1